acrylamide (dimethylaminoethyl methacrylate) CN(C)CCC=C(C(=O)O)C.C(C=C)(=O)N